cyclopentene-1,2-dicarboxylic anhydride C12=C(CCC1)C(=O)OC2=O